(S)-N-[(1R)-1-(6-ethoxypyridin-3-yl)-2,2-difluoroethyl]-2-methylpropane-2-sulfinamide C(C)OC1=CC=C(C=N1)[C@H](C(F)F)N[S@@](=O)C(C)(C)C